(oxetan-3-yl) benzoate C(C1=CC=CC=C1)(=O)OC1COC1